OC(C(=O)N1CC2=C(N=C(NC2=O)C2(CC2)C2=CC=CC=C2)CC1)C=1C=C(C=CC1)C1=CC(=CC(=C1)C(F)(F)F)O 6-(2-hydroxy-2-(3'-hydroxy-5'-(trifluoromethyl)-[1,1'-biphenyl]-3-yl)acetyl)-2-(1-phenylcyclopropyl)-5,6,7,8-tetrahydropyrido[4,3-d]pyrimidin-4(3H)-one